NC1=C2C(=NC=N1)N(N=C2N2CCCCC2)C(C)C=2OC1=CC=CC(=C1C(C2C2=CC(=CC=C2)F)=O)F 2-(1-(4-amino-3-(piperidin-1-yl)-1H-pyrazolo[3,4-d]pyrimidin-1-yl)ethyl)-5-fluoro-3-(3-fluorophenyl)-4H-chromen-4-one